NCCCNC(=O)C=1C=NN2C1N=C(C=C2)N2[C@H](CCC2)C2=C(C=CC(=C2)F)F (R)-N-(3-aminopropyl)-5-(2-(2,5-difluorophenyl)pyrrolidin-1-yl)pyrazolo[1,5-a]pyrimidine-3-carboxamide